C(C)NCC=CCCC N-1-ethylpropylallylamine